2,2,3,3-tetradeutero-3-[5,7-difluoro-2-(4-fluorophenyl)-1H-indol-3-yl]-N-[(3S,4R)-4-hydroxy-2-oxo-pyrrolidin-3-yl]propanamide [2H]C(C(=O)N[C@@H]1C(NC[C@H]1O)=O)(C(C1=C(NC2=C(C=C(C=C12)F)F)C1=CC=C(C=C1)F)([2H])[2H])[2H]